1-[[2-(difluoromethoxy)pyridin-4-yl]methyl]-3-(2,2-difluorospiro[2.5]octan-6-yl)urea FC(OC1=NC=CC(=C1)CNC(=O)NC1CCC2(C(C2)(F)F)CC1)F